N-(5-(3-(1-((5-(dimethylamino)thiazol-2-yl)amino)-1-oxopropan-2-yl)phenyl)pyrazin-2-yl)but-2-enamide CN(C1=CN=C(S1)NC(C(C)C=1C=C(C=CC1)C=1N=CC(=NC1)NC(C=CC)=O)=O)C